Bis[3,4,6-trichloro-2-(pentyloxycarbonyl) phenyl] oxalate C(C(=O)OC1=C(C(=C(C=C1Cl)Cl)Cl)C(=O)OCCCCC)(=O)OC1=C(C(=C(C=C1Cl)Cl)Cl)C(=O)OCCCCC